1-(4-fluorophenyl)-N-(5-hydroxypyridin-2-yl)piperidine-4-sulfonamide FC1=CC=C(C=C1)N1CCC(CC1)S(=O)(=O)NC1=NC=C(C=C1)O